2-(benzyloxy)-5-formyl-N-methoxy-N-methylbenzamide C(C1=CC=CC=C1)OC1=C(C(=O)N(C)OC)C=C(C=C1)C=O